C1(=CC(=CC=C1)N(C1=CC(=CC(=C1)N(C1=CC=CC=C1)C1=CC=CC=C1)N(C1=CC=CC=C1)C1=CC=CC=C1)C1=C(C=C(C=C1)F)F)C1(CC(=CC(=C1)N(C1=CC=CC=C1)C1=CC=CC=C1)N(C1=CC=CC=C1)C1=CC=CC=C1)NC1=C(C=C(C=C1)F)F 1,N1'-(1,3-phenylene)bis(N1-(2,4-difluorophenyl)-N3,N3,N5,N5-tetraphenylbenzene-1,3,5-triamine)